COC(CCN1C[C@H](CCC1)C1CNC1)=O (R)-3-(3-(azetidin-3-yl)piperidin-1-yl)propanoic acid methyl ester